6-(difluoromethoxy)nicotinic acid FC(OC1=NC=C(C(=O)O)C=C1)F